(1S,4R)-2-azabicyclo[2.2.1]heptane-3-one [C@H]12NC([C@H](CC1)C2)=O